3-bromo-1-(3-chloro-2-pyridinyl)-5-cyanopyrazole BrC1=NN(C(=C1)C#N)C1=NC=CC=C1Cl